5-(4-((1r,3s)-3-(Benzyloxy)cyclobutoxy)-6-((S)-3-methoxytetrahydrofuran-3-yl)pyridin-2-yl)-7-methylpyrrolo[1,2-c]pyrimidin-3-amine C(C1=CC=CC=C1)OC1CC(C1)OC1=CC(=NC(=C1)[C@@]1(COCC1)OC)C=1C=C(N2C=NC(=CC21)N)C